7-bromo-4-chloro-2-methyl-indazole BrC1=CC=C(C2=CN(N=C12)C)Cl